CN([C@H]1CN(CC1)C(=O)OC(C)(C)C)C1=C2C=CC=NC2=CC=C1 tert-butyl (R)-3-(methyl(quinolin-5-yl)amino)pyrrolidine-1-carboxylate